(spirobifluorenyl)(biphenylyl)(dibenzothiophenylphenyl)amine C12(C(=CC=C3C4=CC=CC=C4C=C13)N(C1=C(C=CC=C1)C1=CC=CC=3SC4=C(C31)C=CC=C4)C4=C(C=CC=C4)C4=CC=CC=C4)C=CC=C4C3=CC=CC=C3C=C42